C1(=CC=C(C=C1)/C=C/C(=O)OCC)C ethyl (E)-3-(p-tolyl)acrylate